2-(7-fluoro-2-oxo-2H-chromen-3-yl)-4-methylthiazole-5-carboxylic acid ethyl ester C(C)OC(=O)C1=C(N=C(S1)C=1C(OC2=CC(=CC=C2C1)F)=O)C